(S)-5,6-dichloro-1'-(1H-imidazole-4-carbonyl)spiro[indoline-3,3'-pyrrolidin]-2-one ClC=1C=C2C(=CC1Cl)NC([C@]21CN(CC1)C(=O)C=1N=CNC1)=O